C(C1=CC=CC=C1)N1C(CC(CC1C)C=1C=C2CN(C(C2=CC1)=O)C1C(NC(CC1)=O)=O)C 3-(5-(1-benzyl-2,6-dimethylpiperidin-4-yl)-1-oxoisoindolin-2-yl)piperidine-2,6-dione